C(=C)[Sb](C1=CC(=CC(=C1)[Sb](C=C)C=C)[Sb](C=C)C=C)C=C 1,3,5-tris(di(ethenyl)stibanyl)benzene